BrC=1C=C(C(=O)OC)C=C(C1O)[N+](=O)[O-] 3-Bromo-4-hydroxy-5-nitro-benzoic acid, methyl ester